S1C(=NC2=C1C=CC=C2)C2CCN(CC2)C(=O)NCCC2CCN(CC2)CC2=CC=CC=C2 4-(1,3-benzothiazol-2-yl)-N-[2-(1-benzylpiperidin-4-yl)ethyl]piperidine-1-carboxamide